2-(difluoromethyl)-N-[(3R)-3-ethyl-1,1-dimethyl-inden-4-yl]Pyridine-3-carboxamide FC(C1=NC=CC=C1C(=O)NC1=C2C(=CC(C2=CC=C1)(C)C)CC)F